4,4'-[1,4-phenylenebis(1-methylethylene)]dianiline tert-butyl-(3R)-3-[4-(3-cyano-4-hydroxy-pyrazolo[1,5-a]pyridin-6-yl)-5-methyl-pyrazol-1-yl]pyrrolidine-1-carboxylate C(C)(C)(C)OC(=O)N1C[C@@H](CC1)N1N=CC(=C1C)C=1C=C(C=2N(C1)N=CC2C#N)O.C2(=CC=C(C=C2)C(CC2=CC=C(N)C=C2)C)C(CC2=CC=C(N)C=C2)C